pentaerythritol tetrakis(3-stearyl thiopropionate) C(CCCCCCCCCCCCCCCCC)CCC(=S)OCC(COC(CCCCCCCCCCCCCCCCCCCC)=S)(COC(CCCCCCCCCCCCCCCCCCCC)=S)COC(CCCCCCCCCCCCCCCCCCCC)=S